N-[3-(2-methyl-1-oxo-2,7-naphthyridin-4-yl)phenyl]methanesulfonamide CN1C(C2=CN=CC=C2C(=C1)C=1C=C(C=CC1)NS(=O)(=O)C)=O